2,4-dimethoxy-3-methyl-phenol COC1=C(C=CC(=C1C)OC)O